OC(C(=O)O)C1=CC(=CC=C1)N1CCN(CC1)C 2-hydroxy-2-(3-(4-methylpiperazin-1-yl)phenyl)acetic acid